(R)-N-((1R,2R)-1-(4-cyclopropoxy-3-fluorophenyl)-1-hydroxy-3-(pyrrolidin-1-yl)propan-2-yl)-1-phenylpyrrolidine-3-carboxamide C1(CC1)OC1=C(C=C(C=C1)[C@H]([C@@H](CN1CCCC1)NC(=O)[C@H]1CN(CC1)C1=CC=CC=C1)O)F